5-Chloro-3-fluoro-2-(6-(methyl(2,2,6,6-tetramethylpiperidin-4-yl)amino)pyridazin-3-yl)phenol, Hydrochloride salt Cl.ClC=1C=C(C(=C(C1)O)C=1N=NC(=CC1)N(C1CC(NC(C1)(C)C)(C)C)C)F